O=C1N(CCC(N1)=O)C=1C=CC(=NC1)N1CC(C(CC1)C(=O)N1CCC(CC1)(C(=O)OCCCC)C)(F)F butyl 1-{1-[5-(2,4-dioxo-1,3-diazinan-1-yl)pyridin-2-yl]-3,3-difluoropiperidine-4-carbonyl}-4-methylpiperidine-4-carboxylate